(3R)-5,7-bis(benzyloxy)-2-(3,4-bis(benzyloxy)phenyl)chroman-3-ol C(C1=CC=CC=C1)OC1=C2C[C@H](C(OC2=CC(=C1)OCC1=CC=CC=C1)C1=CC(=C(C=C1)OCC1=CC=CC=C1)OCC1=CC=CC=C1)O